N[C@H]1C[C@H](N(C1)C=1C=C(C=CC1C=1C(=NC(=NC1)C1=C(C=CC=C1OC)F)C(=O)N)C1=C(C=CC=C1F)C#N)CO (3-((2S,4S)-4-amino-2-(hydroxymethyl)pyrrolidin-1-yl)-2'-cyano-6'-fluorobiphenyl-4-yl)-2-(2-fluoro-6-methoxyphenyl)pyrimidine-4-carboxamide